(Z)-1-(4-amino-2-fluorobut-2-en-1-yl)-4-(3-((3,3-difluoropyrrolidin-1-yl)sulfonyl)phenyl)-N-methyl-1H-benzo[d][1,2,3]triazol-6-carboxamide NC\C=C(\CN1N=NC2=C1C=C(C=C2C2=CC(=CC=C2)S(=O)(=O)N2CC(CC2)(F)F)C(=O)NC)/F